N1=C2C(=CC=C1)CN(C2C(=O)OC)C(=O)OC(C)(C)C 6-tert-butyl 7-methyl 5H,6H,7H-pyrrolo[3,4-b]pyridine-6,7-dicarboxylate